ClC=1C=C2CC(N(CC2=C(C1)I)C)=O 6-chloro-8-iodo-2-methyl-1,4-dihydroisoquinolin-3-one